OCCC=1C=C(C(=C(C1)O)C)N 5-(2-Hydroxy-ethyl)-amino-2-methylphenol